tert-butyl (1R,5S,8S)-8-{[5-(3-fluorophenoxy)-1-(propan-2-yl)-1H-1,2,4-triazol-3-yl] amino}-3-azabicyclo[3.2.1]octane-3-carboxylate FC=1C=C(OC2=NC(=NN2C(C)C)NC2[C@H]3CN(C[C@@H]2CC3)C(=O)OC(C)(C)C)C=CC1